BrC1=CC(=C(OCC(=O)OC)C=C1F)C1=NOCC1OCC methyl 2-[4-bromo-5-fluoro-2-(4-ethoxy-4,5-dihydroisoxazol-3-yl)phenoxy]acetate